Cl.ClC1=C(C(=CC=C1)OC)C=1C=C2C(=NNC2=CC1)NC(=O)C1CCN(CC1)C N-[5-(2-chloro-6-methoxyphenyl)-1H-indazol-3-yl]-1-methylpiperidine-4-carboxamide hydrochloride